3-(5-Carbamoyl-1H-benzo[d]imidazol-2-yl)-4-chlorobenzo[b]thiophene-2-carboxylic acid ethyl ester C(C)OC(=O)C1=C(C2=C(S1)C=CC=C2Cl)C2=NC1=C(N2)C=CC(=C1)C(N)=O